COC1=NC=C(C2=C1N=C(S2)NC(=O)N2CC1(CC2)CCOCC1)N1CCOCC1 8-Oxa-2-aza-spiro[4.5]decane-2-carboxylic acid (4-methoxy-7-morpholin-4-yl-thiazolo[4,5-c]pyridin-2-yl)-amide